1-bromo-4-(bromomethyl)-2-methoxy-benzene BrC1=C(C=C(C=C1)CBr)OC